2'-[6-amino-5-(trifluoromethoxy)pyridin-3-yl]-N-[(1S)-1-(3-chloropyridin-4-yl)ethyl]-5',6'-dihydrospiro[pyrrolidine-3,4'-pyrrolo[1,2-b]pyrazole]-1-carboxamide NC1=C(C=C(C=N1)C=1C=C2N(N1)CCC21CN(CC1)C(=O)N[C@@H](C)C1=C(C=NC=C1)Cl)OC(F)(F)F